C(C)C=1C=CC=C2C=CC=C(C12)N1CC=2N=C(N=C(C2CC1)N(CC(C)(O)C)C)OCC12CCCN2CCC1 1-((7-(8-ethylnaphthalen-1-yl)-2-((tetrahydro-1H-pyrrolizin-7a(5H)-yl)methoxy)-5,6,7,8-tetrahydropyrido[3,4-d]pyrimidin-4-yl)(methyl)amino)-2-methylpropan-2-ol